Cl.C(=C)C1=C(N)C=CC=C1 2-vinylaniline hydrochloride